methyl(octyl)carbamic chloride CN(C(=O)Cl)CCCCCCCC